5-Ethoxy-1,4-dihydro-1-methyl-2,4-dioxo-N-[(tetrahydro-2-furanyl)methyl]pyrido[2,3-d]pyrimidine-3(2H)-acetamide C(C)OC1=CC=NC=2N(C(N(C(C21)=O)CC(=O)NCC2OCCC2)=O)C